C(C1=CC=CC=C1)(C1=CC=CC=C1)N1CCN(CC1)C(=O)C=1C=C(C=NC1)CNC(OC(C)(C)C)=O tert-butyl ((5-(4-benzhydrylpiperazine-1-carbonyl)pyridin-3-yl)methyl)carbamate